N-(4-amino-1H-pyrazolo[4,3-c]pyridin-7-yl)-2-oxo-2-[(2R,5S)-2-(2-methoxy-6-methyl-4-pyridyl)-5-methyl-1-piperidyl]acetamide NC1=NC=C(C2=C1C=NN2)NC(C(N2[C@H](CC[C@@H](C2)C)C2=CC(=NC(=C2)C)OC)=O)=O